C(=O)(O)C(CSC[C@H](N)C(=O)O)CC(=O)O S-(2,3-dicarboxypropyl)cysteine